N2-(cyclopropylmethyl)-6-(6-(trifluoromethyl)pyridin-2-yl)-N4-(2-(trifluoromethyl)pyridin-4-yl)-1,3,5-triazine-2,4-diamine C1(CC1)CNC1=NC(=NC(=N1)NC1=CC(=NC=C1)C(F)(F)F)C1=NC(=CC=C1)C(F)(F)F